1-Propyl-4-ethylpyridinium acetate C(C)(=O)[O-].C(CC)[N+]1=CC=C(C=C1)CC